O=C1CCC(N2C=CC=C12)C(=O)NC=1SC(=CN1)C1=CC=CC=C1 8-oxo-N-(5-phenylthiazol-2-yl)-6,7-dihydro-5H-indolizine-5-carboxamide